ClC=1C(=NC=C(C#N)C1)/C(=C/I)/F (Z)-5-chloro-6-(1-fluoro-2-iodovinyl)nicotinonitrile